C(CCCCCCC\C=C/C\C=C/CCCCC)OC(C(C)OCCCCCCCC\C=C/C\C=C/CCCCC)N(C)C 1,2-dilinoleoxy-N,N-dimethylaminopropane